N,N-dimethylphenyl-amine CN(C)C1=CC=CC=C1